N1C(=NC=C1)C(=O)N1CC(C1)OC1=C(C(=O)[O-])C=CC=C1CCB1O[C@@]2([C@H](O1)C[C@H]1C([C@@H]2C1)(C)C)C ([1-(1H-imidazole-2-carbonyl)azetidin-3-yl]oxy)-3-(2-[(3aS,4S,6S,7aR)-3a,5,5-trimethylhexahydro-2H-4,6-methano-1,3,2-benzodioxaborol-2-yl]ethyl)benzoate